6-((6-Cyclopropylpyridin-2-yl)amino)-4-((2-methoxy-3-(2-methyl-2H-tetrazol-5-yl)phenyl)amino)-2-methyl-1,2-dihydro-3H-pyrazolo[3,4-b]pyridin-3-one C1(CC1)C1=CC=CC(=N1)NC1=CC(=C2C(=N1)NN(C2=O)C)NC2=C(C(=CC=C2)C=2N=NN(N2)C)OC